FC1=CC=C2C(=CCOC2=C1)C1CN(C1)CC=1C=C2CN(C(C2=CC1)=O)N1C(NC(CC1)=O)=O 1-(5-((3-(7-fluorochromen-4-yl)azetidin-1-yl)methyl)-1-oxoisoindolin-2-yl)dihydropyrimidine-2,4(1H,3H)-dione